C1(CC1)C1=C(C=C(C(=C1)I)C)N(C(C#CC)=O)C1=CC=C2C(=N1)C(=NN2C)O[C@H]2C[C@H](CC2)C(=O)O (1S,3R)-3-({5-[N-(2-cyclopropyl-4-iodo-5-methylphenyl)but-2-ynamido]-1-methylpyrazolo[4,3-b]pyridin-3-yl}oxy)cyclopentane-1-carboxylic acid